(S)-1-methyl-2-oxo-3-(prop-2-yn-1-yl)pyrrolidine-3-carboxylic acid CN1C([C@](CC1)(C(=O)O)CC#C)=O